FC=1C(=NC=CC1)C(C1=CC=C2C(N=C(S2)C(F)(F)F)=C1O)N1CCOCC1 5-((3-fluoropyridin-2-yl)(morpholino)methyl)-2-(trifluoromethyl)benzo[d]thiazol-4-ol